L-3,4-difluorothiophenol FC=1C=C(C=CC1F)S